28-Hydroxy-nonacosanoic acid OC(CCCCCCCCCCCCCCCCCCCCCCCCCCC(=O)O)C